1-(3,5-difluorophenyl)-N-[[2-[ethyl(methyl)amino]pyridin-4-yl]methyl]-3-methyl-5-oxopyrrolidine-3-carboxamid FC=1C=C(C=C(C1)F)N1CC(CC1=O)(C(=O)NCC1=CC(=NC=C1)N(C)CC)C